O1NOC=C1C(=O)N [1,3]Dioxazole-5-carboxamide